(S)-N-(2-Isopropyl-4-oxo-4H-quinazolin-3-yl)-2-phenyl-propionamide C(C)(C)C1=NC2=CC=CC=C2C(N1NC([C@@H](C)C1=CC=CC=C1)=O)=O